[Na+].P(=O)([O-])(O)OC[C@@H]1[C@H]([C@H]([C@@H](O1)N1C=NC=2C(N)=NC=NC12)O)O adenosine 5'-monophosphate monosodium